8'-Chloro-1'-[trans-4-(trifluoromethyl)cyclohexyl]-4'H,6'H-spiro[1,3-dioxolan-2,5'-[1,2,4]triazolo[4,3-a][1]benzazepin] ClC=1C=CC2=C(CC3(CC=4N2C(=NN4)[C@@H]4CC[C@H](CC4)C(F)(F)F)OCCO3)C1